dipropyl-amine ammonium salt [NH4+].C(CC)NCCC